7-[4-(4-ethyl-1-piperazinyl)butoxy]-3-acetylcoumarin C(C)N1CCN(CC1)CCCCOC1=CC=C2C=C(C(OC2=C1)=O)C(C)=O